COC(C(O)C1=C(C=CC=C1F)F)=O 2-(2,6-difluorophenyl)-2-hydroxyacetic acid methyl ester